3-acetoxypropyl ((4-(benzo[b]thiophen-4-yl)-1-(4-((2-oxo-1,2-dihydroquinolin-7-yl)oxy)butyl)piperazin-1-ium-1-yl)methyl) phosphate P(=O)(OCCCOC(C)=O)(OC[N+]1(CCN(CC1)C1=CC=CC=2SC=CC21)CCCCOC2=CC=C1C=CC(NC1=C2)=O)[O-]